6-methyltetrahydro-2H-pyran-2-one CC1CCCC(O1)=O